6-(4-carbamoylpiperidin-1-yl)-N-(1-cyano-pyrrolidin-3-yl)nicotinamide C(N)(=O)C1CCN(CC1)C1=NC=C(C(=O)NC2CN(CC2)C#N)C=C1